FC1=CC=C(C=C1)CCOC1=CC2=C(SCC=N2)C=C1 6-(4-fluorophenylethoxy)-2H-benzo[b][1,4]Thiazine